FC1=C(C=C(C=C1)F)C(CC=C)O 1-(2,5-difluorophenyl)but-3-en-1-ol